2-(azepan-1-yl)-N-(3-amidinophenyl)-5-chloro-6-methylnicotinamide N1(CCCCCC1)C1=C(C(=O)NC2=CC(=CC=C2)C(N)=N)C=C(C(=N1)C)Cl